5-fluoro-N-(2-fluorophenyl)-4-(3-oxo[1,2,4]triazolo[4,3-a]pyridin-2(3H)-yl)-2-[(2S)-pent-2-yloxy]benzamide FC=1C(=CC(=C(C(=O)NC2=C(C=CC=C2)F)C1)O[C@@H](C)CCC)N1N=C2N(C=CC=C2)C1=O